Cl.NCCS(=O)(=O)NC1=CC=C(C=C1)SC 2-amino-N-(4-(methylthio)phenyl)ethane-1-sulfonamide hydrochloride